ClC1=C(C(=O)O)C=CC(=C1CC1=CC=CC=C1)O o-chlorobenzyl-p-hydroxybenzoic acid